(3-bromopropyl)piperazine-1-carboxylic acid tert-butyl ester C(C)(C)(C)OC(=O)N1C(CNCC1)CCCBr